BrC1=C(C=CC2=C1[C@@H]([C@](O2)(C2=CC=CC=C2)CNC(OC(C)(C)C)=O)O)Cl Tert-butyl (((2S,3S)-4-bromo-5-chloro-3-hydroxy-2-phenyl-2,3-dihydrobenzofuran-2-yl)methyl)carbamate